N[C@H](CO)C(=O)OCC1=CC=CC=C1 benzyl D-serinate